(S)-ethyl 2-((3-((tert-butyldimethylsilyl)oxy)-4-methoxyphenyl)((3,4,5-trimethoxyphenyl)amino)methyl)acrylate [Si](C)(C)(C(C)(C)C)OC=1C=C(C=CC1OC)[C@@H](C(C(=O)OCC)=C)NC1=CC(=C(C(=C1)OC)OC)OC